FC1=CC=C2C=NC(=NC2=C1C=1C=C(C=CC1)NC(C=C)=O)NC1=CC=C(C=C1)N1CCNCC1 N-(3-(7-fluoro-2-((4-(piperazin-1-yl)phenyl)amino)quinazolin-8-yl)phenyl)acrylamide